C(C)OC(/C(=C\N(CCC)CCC)/C(F)(F)F)=O (E)-3-(dipropylamino)-2-(trifluoromethyl)acrylic acid ethyl ester